CN(C(C(=O)C1=CC=C(C=C1)N1CCOCC1)(CC)CC1=CC=C(C=C1)C)C 2-(dimethylamino)-2-[(4-methylphenyl)methyl]-1-[4-(4-morpholinyl)phenyl]butane-1-one